ClC1=CC(=C(N=N1)C=1OC(=NN1)C)NCC1CN(CCC1)C(=O)OC(C)(C)C tert-butyl 3-((6-chloro-3-(5-methyl-1,3,4-oxadiazol-2-yl)pyridazin-4-ylamino)methyl)piperidine-1-carboxylate